C1(=CC=CC=C1)[C@@H](N)CO |o1:6| (R) or (S)-2-phenylglycinol